[Fe](Cl)Cl.S(=O)(=O)([O-])[O-].[Fe+2].FC1=C(C=C(C=C1)O)C(=O)N1CC2(C1)CC(C2)C2=CC=NN2C2=C(C=CC=C2)C (2-fluoro-5-hydroxyphenyl)(6-(1-(o-tolyl)-1H-pyrazol-5-yl)-2-azaspiro[3.3]heptan-2-yl)methanone iron sulfate iron chloride